3,3-dimethyl-5-{[2-(2-methylprop-2-yl)-5-[(1S,3R)-3-{[(2-methylprop-2-yl)diphenylsilyl]oxy}cyclopentyl]pyrazol-3-yl]amino}-2,3-dihydro-1λ6-benzothiophene-1,1-dione CC1(CS(C2=C1C=C(C=C2)NC=2N(N=C(C2)[C@@H]2C[C@@H](CC2)O[Si](C2=CC=CC=C2)(C2=CC=CC=C2)C(C)(C)C)C(C)(C)C)(=O)=O)C